(S)-2-(2-((tert-Butyldimethylsilyl)oxy)ethyl)-3-(oxetan-2-ylmethyl)-3H-imidazo[4,5-b]pyridine-5-carboxylic acid methyl ester COC(=O)C1=CC=C2C(=N1)N(C(=N2)CCO[Si](C)(C)C(C)(C)C)C[C@H]2OCC2